Tert-butyl ((1s,4s)-4-(((2-(2,6-dioxopiperidin-3-yl)-1,3-dioxoisoindolin-4-yl)amino)methyl) cyclohexyl)(methyl)carbamate O=C1NC(CCC1N1C(C2=CC=CC(=C2C1=O)NCC1CCC(CC1)N(C(OC(C)(C)C)=O)C)=O)=O